ClC1=C(C(=C(C=2C([C@]3(C(=CC(CC3)=O)OC)OC21)=O)OC)C)C2=NC(=NO2)C(C)OC (2S,5'R)-7-chloro-3',4-dimethoxy-6-[3-(1-methoxyethyl)-1,2,4-oxadiazol-5-yl]-5-methyl-spiro[benzofuran-2,4'-cyclohex-2-ene]-1',3-dione